ClC=1SC(=CN1)CN1C(CC(C1)C1=C(C(=CC(=C1)F)F)F)=O 1-[(2-chloro-1,3-thiazol-5-yl)methyl]-4-(2,3,5-trifluorophenyl)pyrrolidin-2-one